(cyclopropylmethyl)-7-azaspiro[3.5]nonan C1(CC1)CC1CCC12CCNCC2